cesium naphthoate C1(=CC=CC2=CC=CC=C12)C(=O)[O-].[Cs+]